3-(3,4-dihydroquinolin-1(2H)-yl)-1-(2-(hydroxymethyl)pyrrolidin-1-yl)propan-1-one N1(CCCC2=CC=CC=C12)CCC(=O)N1C(CCC1)CO